1,5'-bi-benzo[d]imidazol-2'-one N1(C=NC2=C1C=CC=C2)C2=CC=1C(=NC(N1)=O)C=C2